Cl.C(C)(C)N1C2=NC(=NC(=C2N=C1)N(C1=CC=CC=C1)C)N[C@@H](COC([C@H](C(C)C)N)=O)CC (2S)-2-amino-3-methyl-butyric acid [(2R)-2-[[9-isopropyl-6-(N-methylanilino) purin-2-yl] amino] butyl] ester hydrochloride